tolylidene diisocyanate C1(=CC=CC=C1)C(N=C=O)N=C=O